C(C)(C)(C)C=1C=C(C=C(C1)C(C)(C)C)C(C)(C)NC(O)=O.C(#N)C1=CC=C(C=C1)C1=CC=C(C=C1)OCCCCCC 4-cyano-4'-hexyloxybiphenyl 1-(3,5-Di-tert-butylphenyl)-1-methylethylcarbamate